O1CCN(CC1)CCCS(=O)(=O)O 3-morpholino-propane-1-sulfonic acid